ethyl 1-(1-(2,5-dimethylphenyl) ethyl)-1H-imidazole-4-carboxylate CC1=C(C=C(C=C1)C)C(C)N1C=NC(=C1)C(=O)OCC